C(C)(=O)NC1CCN(CC1)CC1=C(C=C(C=C1)C1=NC=CC(=C1C)C=1C(=C(C=CC1)C1=CC=C(C(=N1)OC)CN1CCC(CC1)NC(C)=O)Cl)OC N-(1-((6-(3-(2-(4-((4-Acetamidopiperidin-1-yl)methyl)-3-methoxyphenyl)-3-methylpyridin-4-yl)-2-chlorophenyl)-2-methoxypyridin-3-yl)methyl)piperidin-4-yl)acetamide